9-oxo-9H-fluorene-2,7-diyl Diacetate C(C)(=O)OC1=CC=2C(C3=CC(=CC=C3C2C=C1)OC(C)=O)=O